C1=CC=CC=2C3=CC=CC=C3C(C12)CC(=O)N[C@@H](CC1=CC=CC=C1)[C@@H](CNCC1=CC(=CC=C1)C(F)(F)F)O 2-(9H-fluoren-9-yl)-N-((2S,3R)-3-hydroxy-1-phenyl-4-((3-(trifluoromethyl)benzyl)-amino)butan-2-yl)acetamide